N-(benzo[d][1,3]dioxol-5-yl)-2-(3-(2-fluoro-4-methoxyphenyl)-6-oxopyridazin-1(6H)-yl)acetamide O1COC2=C1C=CC(=C2)NC(CN2N=C(C=CC2=O)C2=C(C=C(C=C2)OC)F)=O